C(C1=CC=CC=C1)OCC([C@H](C[C@H]1C(NCCC1)=O)NC(OC(C)(C)C)=O)=O tert-butyl ((S)-4-(benzyloxy)-3-oxo-1-((S)-2-oxopiperidin-3-yl)butan-2-yl)carbamate